N-((1s,3r,5R,7S)-3-((2-(5-fluoroisoindolin-2-yl)-2-oxoethyl)amino)adamantan-1-yl)-4-(pyridin-4-yl)benzamide FC=1C=C2CN(CC2=CC1)C(CNC12CC3(C[C@@H](C[C@H](C1)C3)C2)NC(C2=CC=C(C=C2)C2=CC=NC=C2)=O)=O